2'-azido-2',3'-dideoxycytidine N(=[N+]=[N-])[C@H]1[C@@H](O[C@@H](C1)CO)N1C(=O)N=C(N)C=C1